[Br-].[Br-].CC=1C(=C(C(C1)(C)[Zr+2]C1(C=CC=C1)CCC)C)C (tetramethylcyclopentadienyl)(n-propylcyclopentadienyl)zirconium dibromide